N1CC(C1)N1C=C(C2=CC(=C(C=C12)C1=C(C=C(C=C1)F)C(F)(F)F)F)[C@@H](C(F)F)NS(=O)(=O)C1CC1 (S)-N-(1-(1-(azetidin-3-yl)-5-fluoro-6-(4-fluoro-2-(trifluoromethyl)phenyl)-1H-indol-3-yl)-2,2-difluoroethyl)cyclopropanesulfonamide